sodium fluoromethyl-sulfinate FCS(=O)[O-].[Na+]